2-[[2-[4-[8-(4-amino-3-methoxy-pyrazol-1-yl)octylsulfamoyl]anilino]-5-bromo-pyrimidin-4-yl]amino]-6-fluoro-benzamide NC=1C(=NN(C1)CCCCCCCCNS(=O)(=O)C1=CC=C(NC2=NC=C(C(=N2)NC2=C(C(=O)N)C(=CC=C2)F)Br)C=C1)OC